4-isopropyl-2-((1R*,2R*)-2-methylcyclopentyl)isoquinolin-1(2H)-one C(C)(C)C1=CN(C(C2=CC=CC=C12)=O)[C@H]1[C@@H](CCC1)C |o1:14,15|